4-fluoro-N-(3-(imidazo[1,2-a]pyridin-2-yl)phenyl)-7-methyl-1H-indole FC1=C2C=CN(C2=C(C=C1)C)C1=CC(=CC=C1)C=1N=C2N(C=CC=C2)C1